C(C1=CC=CC=C1)C1(NC(N([C@@H]1C(=O)O)C(=O)O)=O)CC1=CC=CC=C1 dibenzyl-(S)-2-oxoimidazolidine-1,5-dicarboxylic acid